3-[5-(methylcarbamoyl)thiophen-3-yl]propanoate CNC(=O)C1=CC(=CS1)CCC(=O)[O-]